4-((2-amino-4-(butylamino)-5-oxopyrido[4,3-d]pyrimidin-6(5H)-yl)methyl)-N-(2-(methylamino)ethyl)benzamide NC=1N=C(C2=C(N1)C=CN(C2=O)CC2=CC=C(C(=O)NCCNC)C=C2)NCCCC